BrC1=CC(=CC2=CN(N=C12)C1CC1)[N+](=O)[O-] 7-bromo-2-cyclopropyl-5-nitro-indazole